F[C@H]1[C@H]2CC(C[C@@H](C[C@@H]1OC1=CN=C(N=N1)C1=C(C=C(C=C1)N1C=NC=C1)O)N2)C 2-(6-(((1R,2S,3S,5S)-2-fluoro-7-methyl-9-azabicyclo[3.3.1]nonan-3-yl)oxy)-1,2,4-triazin-3-yl)-5-(1H-imidazol-1-yl)phenol